1,2,4-trimethyl-5-propylidenecyclopenta-1,3-diene CC1=C(C=C(C1=CCC)C)C